C(#N)CCOCC(COCCC#N)(COCCC#N)COCCC#N 3,3'-((2,2-bis((2-cyanoethoxy)methyl)propane-1,3-diyl)bis(oxy))dipropanenitrile